FC(C1CN(C1)NC1=CC=CC=C1)(F)F (3-(trifluoromethyl)azetidin-1-yl)aniline